ClC=1C=CC2=C(C[C@@H](CC=3N2C(=NN3)[C@@H]3CC[C@H](CC3)OC3=NC=CC=C3)NC(=O)C3CC3)C1 N-{(5S)-8-chloro-1-[trans-4-(pyridin-2-yloxy)cyclohexyl]-5,6-dihydro-4H-[1,2,4]triazolo[4,3-a][1]benzazepin-5-yl}cyclopropanecarboxamide